trans-3,7-dimethyl-octadien-1-ol CC(/C=C/O)=CCCC(C)C